cobalt dicyclopentadiene diformate C(=O)[O-].C(=O)[O-].C1=CC=CC1.C1=CC=CC1.[Co+2]